C(C)(C)(C)OC(=O)N1C(CN(CC1)C=1C=C(C=2N(C(N=C(N2)C=2C=C(C=3N(C2)C=C(N3)C)F)=O)C1)C)(C)C 4-(2-(8-fluoro-2-methylimidazo[1,2-a]pyridin-6-yl)-9-methyl-4-oxo-4H-pyrido[1,2-a][1,3,5]triazin-7-yl)-2,2-dimethylpiperazine-1-carboxylic acid tert-butyl ester